NC=1C=CC(=C(C(=O)O)C1)OC1CCOCC1 5-amino-2-(3,4,5,6-tetrahydro-2H-pyran-4-yloxy)benzoic acid